C1(=CC=CC=C1)C=1C=C(C=CC1O)C1(CCCCC1)C1=CC(=C(C=C1)O)C1=CC=CC=C1 1,1-bis(3-phenyl-4-hydroxyphenyl)cyclohexane